phenylbutyryl-L-leucyl-N-[(1S)-3-methyl-1-[[(2R)-2-methyl-epoxyethyl]carbonyl]butyl]-D-phenylalanyl-amide C1(=CC=CC=C1)CCCC(=O)N[C@@H](CC(C)C)C(=O)N([C@H](CC1=CC=CC=C1)C(=O)[NH-])[C@@H](CC(C)C)C(=O)C1[C@H](O1)C